N-(1-(4-((4-([1,2,4]triazolo[1,5-a]pyridin-7-yloxy)-3-methylphenyl)amino)pyrrolo[2,1-f][1,2,4]triazin-5-yl)piperidin-4-yl)-N-methylacrylamide N=1C=NN2C1C=C(C=C2)OC2=C(C=C(C=C2)NC2=NC=NN1C2=C(C=C1)N1CCC(CC1)N(C(C=C)=O)C)C